CNC(=O)N1CCNCC1 methylcarbamoyl-piperazine